4-((tert-butyldiphenylsilyl)oxy)piperidine [Si](C1=CC=CC=C1)(C1=CC=CC=C1)(C(C)(C)C)OC1CCNCC1